2-Bromo-1-((2-(trimethylsilyl)ethoxy)methyl)-1H-imidazole-4-carboxamide BrC=1N(C=C(N1)C(=O)N)COCC[Si](C)(C)C